O1C=CC=2C1=CC=1C(=CNC1C2)CCN(C)C 2-(5H-Furano[2,3-f]indol-7-yl)-N,N-dimethylethan-1-amine